FC=1C(=C(C=CC1)NC1=C(NC2=C1C(NCC2)=O)C2=C(C=NC=C2)O[C@@H](C)[C@@H]2N(CC2)C(=O)OC(C)(C)C)OC tert-butyl (2R)-2-[(1S)-1-[(4-{3-[(3-fluoro-2-methoxyphenyl)amino]-4-oxo-1H,5H,6H,7H-pyrrolo[3,2-c]pyridin-2-yl}pyridin-3-yl)oxy]ethyl]azetidine-1-carboxylate